2-(3-methyl-2H-indazol-6-yl)-1-(2,2,2-trifluoroethyl)-1H-indol CC=1NN=C2C=C(C=CC12)C=1N(C2=CC=CC=C2C1)CC(F)(F)F